C1=CC=CC=2C3=CC=CC=C3C(C12)=C(CCO)O 3-(9H-fluoren-9-ylidene)-1,3-propanediol